5-[3-(6,8-Difluoro-imidazo[1,2-a]pyridin-3-yl)-1-(2,2,2-trifluoro-ethyl)-1H-pyrazolo[4,3-c]pyridin-6-carbonyl]-2,5-diaza-bicyclo[2.2.1]heptan FC=1C=C(C=2N(C1)C(=CN2)C2=NN(C1=C2C=NC(=C1)C(=O)N1C2CNC(C1)C2)CC(F)(F)F)F